2-methanesulfonyl-amino-3-methylbutanamide CS(=O)(=O)C(C(=O)N)(C(C)C)N